Trimethylammonium Hypochlorite Cl[O-].C[NH+](C)C